tert-butyl ((3R)-1-(1-(1-(4-(6-(3-azabicyclo[3.1.0]hexan-3-yl)pyrazin-2-yl)-1H-1,2,3-triazol-1-yl)ethyl)-2-oxo-1,2-dihydropyridin-4-yl)piperidin-3-yl)(cyclopropylmethyl)carbamate C12CN(CC2C1)C1=CN=CC(=N1)C=1N=NN(C1)C(C)N1C(C=C(C=C1)N1C[C@@H](CCC1)N(C(OC(C)(C)C)=O)CC1CC1)=O